(E)-3-(3-(2-trifluoromethyl-phenyl)acryloyl)oxazolidine-2-one-5,5-d2 FC(C1=C(C=CC=C1)/C=C/C(=O)N1C(OC(C1)([2H])[2H])=O)(F)F